ClC1=CC(=C(C(=C1)F)C1=CC(=NC(=C1)C1CC1)NC(=O)C=1C(N(C=C(C1)CNC[C@H](C)OC)C1CC1)=O)C(=O)N1CC(C1)(F)F N-[4-[4-chloro-2-(3,3-difluoroazetidine-1-carbonyl)-6-fluorophenyl]-6-cyclopropylpyridin-2-yl]-1-cyclopropyl-5-[[[(2S)-2-methoxypropyl]amino]methyl]-2-oxopyridine-3-carboxamide